NC=1SC2=C(N1)C(=CC=C2F)C2=C(C=C1C(=NC(=NC1=C2F)OCC2(CCCCC2)C#N)N2CC1CCC(C2)N1)C(F)(F)F 1-(((7-(2-amino-7-fluorobenzo[d]thiazol-4-yl)-4-(3,8-diazabicyclo[3.2.1]octan-3-yl)-8-fluoro-6-(trifluoromethyl)quinazolin-2-yl)oxy)methyl)cyclohexane-1-carbonitrile